benzyl-2-(furan-2-yl)-1H-benzo[d]Imidazole-6-carbonitrile C(C1=CC=CC=C1)N1C(=NC2=C1C=C(C=C2)C#N)C=2OC=CC2